tert-Butyl 2-[bis(tert-butoxycarbonyl)amino]-4-bromo-3-cyano-indole-1-carboxylate C(C)(C)(C)OC(=O)N(C=1N(C2=CC=CC(=C2C1C#N)Br)C(=O)OC(C)(C)C)C(=O)OC(C)(C)C